BrC1=CC2=C([C@@H](CCN(C2)C(=O)OC(C)(C)C)NC(=O)C=2N=C(OC2)C(C)(C)C)C=C1 tert-butyl (5R)-8-bromo-5-[(2-tert-butyloxazole-4-carbonyl)amino]-1,3,4,5-tetrahydro-2-benzazepine-2-carboxylate